FC(C1=CC=CC(=N1)C(=O)NN)(F)F 6-(trifluoromethyl)pyridine-2-carbohydrazide